FC=1C(=CC(=NC1)OC)C1=CC(=NN1)C(=O)N1C2(CC2)C[C@H](CC1)C(=O)NCC1=NC(=NN1C(C)C)C (S)-4-(5-(5-fluoro-2-methoxypyridin-4-yl)-1H-pyrazole-3-carbonyl)-N-((1-isopropyl-3-methyl-1H-1,2,4-triazol-5-yl)methyl)-4-azaspiro[2.5]octane-7-carboxamide